ClC1=CC=C(C=C1)C1=CC(=NO1)CC(=O)NC[C@H]1NC([C@H](SCC1)C1=CC=C(C=C1)OC1=CC=CC=C1)=O 2-[5-(4-chlorophenyl)isoxazol-3-yl]-N-[[(2R,5S)-3-oxo-2-(4-phenoxyphenyl)-1,4-thiazepan-5-yl]methyl]acetamide